N-(n-Propyl)-thiophosphoric triamid C(CC)NP(N)(N)=S